C(C=CC)(=O)OCCC(=O)O beta-carboxyethyl butenoate